C(#N)C(C)(C)N(C(=O)C=1C2=C(N(N1)C1=CC(=CC(=C1)Cl)Cl)C=1C=C(C(=CC1OC2)OC)C=2C=NC=C(C2)CO)C N-(2-cyanopropan-2-yl)-1-(3,5-dichlorophenyl)-8-(5-(hydroxymethyl)pyridin-3-yl)-7-methoxy-N-methyl-1,4-dihydrochromeno[4,3-c]pyrazole-3-carboxamide